2,3-diphenyl-5-(pyridin-2-ylamino)-6-(quinolin-6-yl)pyrazolo[1,5-a]pyrimidin-7(4H)-one C1(=CC=CC=C1)C1=NN2C(NC(=C(C2=O)C=2C=C3C=CC=NC3=CC2)NC2=NC=CC=C2)=C1C1=CC=CC=C1